[K+].C1CCC2=C(C=3CCCC3C=C12)NC(=O)N1CC(C1)S(=O)(=O)[NH-] (1,2,3,5,6,7-hexahydro-s-indacen-4-yl-carbamoyl)azetidine-3-sulfonamide, potassium salt